dimethylsilanediyl-bis(2-methyl-4,6-diisopropyl-indenyl)zirconium dichloride [Cl-].[Cl-].C[Si](=[Zr+2](C1C(=CC2=C(C=C(C=C12)C(C)C)C(C)C)C)C1C(=CC2=C(C=C(C=C12)C(C)C)C(C)C)C)C